ClC1=NC=C(C=C1)Cl 2,5-dichloropyridin